phenylaminofluoran C1(=CC=CC=C1)NF